C(C)C1(C(CCC1)(O)CC)O 1,2-diethylcyclopentane-1,2-diol